FC1=CC=C(C=C1)C1=C(C(=NC2=CC3=C(C=C12)C=NN3)C3=C(C(=O)O)C=CC=C3)OC (5-(4-fluorophenyl)-6-methoxy-1H-pyrazolo[4,3-g]quinolin-7-yl)benzoic acid